C(C)(C)C1=NC(=NC=N1)NCC=1C(=NOC1C1=CC=C(C(=N1)C)O[C@@H]1C[C@H](CCC1)C(=O)OC(C)C)C Isopropyl (1S,3S)-3-((6-(4-(((4-isopropyl-1,3,5-triazin-2-yl)amino)methyl)-3-methyl-isoxazol-5-yl)-2-methylpyridin-3-yl)oxy)cyclohexane-1-carboxylate